dipropoxypropane C(CC)OC(C)(C)OCCC